1-benzyl-4,4-dimethyl-5-oxo-4,5-dihydro-1H-pyrrole-2,3-dicarboxylic acid C(C1=CC=CC=C1)N1C(=C(C(C1=O)(C)C)C(=O)O)C(=O)O